tert-butyl 3-(2-(2-(adamantan-2-yl)acetamido)ethoxy)propanoate C12C(C3CC(CC(C1)C3)C2)CC(=O)NCCOCCC(=O)OC(C)(C)C